C(#N)N1CC(CC1)C(=O)NC=1SC(=CN1)\C=C\C1CC1 (E)-1-cyano-N-(5-(2-cyclopropylvinyl)thiazol-2-yl)pyrrolidine-3-carboxamide